C(C)(C)C1=C2/C(/C(NC2=CC(=C1)C(=O)OC)=O)=C/NC=1C=C2C=CN(C2=CC1)CCN1CCN(CC1)C methyl (Z)-4-isopropyl-3-(((1-(2-(4-methylpiperazin-1-yl) ethyl) indol-5-yl)-amino)-methylene)-2-oxoindoline-6-carboxylate